C1(CC1)C=1C=C(C=NC1)C(=O)N1[C@@H]2C[C@@H]2C[C@@H]1C(=O)N[C@H](C1COC1)C1=C(C=C(C=C1)C(F)(F)F)F (1R,3R,5R)-2-((5-cyclopropyl-3-pyridinyl)carbonyl)-N-((R)-(2-fluoro-4-(trifluoromethyl)phenyl)(3-oxetanyl)methyl)-2-azabicyclo[3.1.0]hexane-3-carboxamide